2-(4-(((5-fluoro-6-(3-(5-(trifluoroethyl)pyridin-2-yl)morpholino)pyrimidin-4-yl)amino)methyl)piperidin-1-yl)acetamide FC=1C(=NC=NC1N1C(COCC1)C1=NC=C(C=C1)CC(F)(F)F)NCC1CCN(CC1)CC(=O)N